N-[1-[6-[[4-(3-isopropylpyrazolo[1,5-a]pyridin-5-yl)pyrimidin-2-yl]amino]-3-pyridinyl]-2-oxo-4-piperidinyl]-N-methyl-carbamic acid tert-butyl ester C(C)(C)(C)OC(N(C)C1CC(N(CC1)C=1C=NC(=CC1)NC1=NC=CC(=N1)C1=CC=2N(C=C1)N=CC2C(C)C)=O)=O